4-(1-fluorovinyl)-2-methylbenzoic acid FC(=C)C1=CC(=C(C(=O)O)C=C1)C